tert-butyl (1R,2'R,3s,3'S,5S)-2'-hydroxy-3'-((R)-5H-imidazo[5,1-a]isoindol-5-yl)-8-azaspiro[bicyclo[3.2.1]octane-3,1'-cyclobutane]-8-carboxylate O[C@H]1C2(C[C@H]1[C@H]1N3C(C4=CC=CC=C14)=CN=C3)C[C@H]3CC[C@@H](C2)N3C(=O)OC(C)(C)C